N-(3-Aminophenyl)sulfonyl-6-tert-butyl-2-phenoxypyridin-3-carboxamid NC=1C=C(C=CC1)S(=O)(=O)NC(=O)C=1C(=NC(=CC1)C(C)(C)C)OC1=CC=CC=C1